5-(4-(1-(piperidin-1-yl)ethyl)phenyl)-N-(3-(pyrrolidin-1-yl)propyl)thieno[3,2-b]pyridin-7-amine N1(CCCCC1)C(C)C1=CC=C(C=C1)C1=CC(=C2C(=N1)C=CS2)NCCCN2CCCC2